ClC=1C=C(C(=NC1)OCC)S(=O)(=O)NC1=NC=CC(=C1F)C#CC=1C=C2C(=NC1)NN=C2 5-Chloro-2-ethoxy-N-[3-fluoro-4-(2-{1H-pyrazolo[3,4-b]pyridin-5-yl}ethynyl)-pyridin-2-yl]pyridine-3-sulfonamide